ClC1=CC(=C(C=C1)C1(OC2=C(O1)C=CC=C2C2CCN(CC2)CC2=C(C=CC(=N2)C(=NO)N)CCOC)C)F 6-((4-(2-(4-chloro-2-fluorophenyl)-2-methylbenzo[d][1,3]dioxol-4-yl)piperidin-1-yl)methyl)-N'-hydroxy-5-(2-methoxyethyl)pyridineformamidine